CN1C2=C(OC[C@@H](C1=O)NC(=O)C=1C=C3C(=CNC3=CC1)C1=CC=CC3=CC=CC=C13)C=CC=C2 (S)-N-(5-methyl-4-oxo-2,3,4,5-tetrahydrobenzo[b][1,4]oxazepin-3-yl)-3-(naphthalen-1-yl)-1H-indole-5-carboxamide